Di-(methoxynaphthyl)-methylsulfonium COC1=C(C2=CC=CC=C2C=C1)[S+](C)C1=C(C=CC2=CC=CC=C12)OC